ClC1=CC(=CC(=N1)C(=O)NC1CC2=CC=CC=C2C1)NC1=C(C=CC=C1)F 6-chloro-N-(2,3-dihydro-1H-inden-2-yl)-4-((2-fluorophenyl)amino)picolinamide